[Na+].C(CCC)(=O)[O-] butyrate sodium salt